2-[4-(1,5-Dimethyl-6-oxo-1,6-dihydro-pyridin-3-yl)-pyrazol-1-yl]-4-phenoxy-benzonitrile CN1C=C(C=C(C1=O)C)C=1C=NN(C1)C1=C(C#N)C=CC(=C1)OC1=CC=CC=C1